methyl (S)-2-(3-aminoprop-1-yn-1-yl)-4-((3-(2-(4-(4-chlorophenyl)-2,3,9-trimethyl-6H-thieno[3,2-f][1,2,4]triazolo[4,3-a][1,4]diazepin-6-yl)acetamido)propanoyl)oxy)benzoate NCC#CC1=C(C(=O)OC)C=CC(=C1)OC(CCNC(C[C@H]1C=2N(C3=C(C(=N1)C1=CC=C(C=C1)Cl)C(=C(S3)C)C)C(=NN2)C)=O)=O